N-(3-(2-methylpyridin-4-yl)propyl)-1-(7-methylthiothieno[3,2-d]pyrimidin-4-yl)piperidin-4-amine CC1=NC=CC(=C1)CCCNC1CCN(CC1)C=1C2=C(N=CN1)C(=CS2)SC